[Cl-].[Cl-].C1(C=CC2=CC=CC=C12)C1(CC=C(C=C1)C1C=CC2=CC=CC=C12)[Hf+2] [1,4-bis(1-indenyl)phenyl]hafnium dichloride